tris(divinyltetramethyldisiloxane) diplatinum (0) [Pt].[Pt].C(=C)[Si](O[Si](C)(C)C)(C)C=C.C(=C)[Si](O[Si](C)(C)C)(C)C=C.C(=C)[Si](O[Si](C)(C)C)(C)C=C